Cl.CC=1OC2=C(N1)C=C(C=C2)C(C)N2CCNCC2 2-methyl-5-(1-(piperazin-1-yl)ethyl)benzo[d]oxazole hydrochloride